BrC1=NN(C=C1C(=O)OC)C([2H])([2H])[2H] methyl 3-bromo-1-(methyl-d3)-1H-pyrazole-4-carboxylate